FC(C=1C(=NC=CC1)O)(F)F 3-(trifluoromethyl)pyridin-2-ol